2-(3-((3-aminopropyl)amino)-5-fluorophenyl)-N4-cyclopropyl-5-(trifluoromethyl)pyrimidine-2,4-diamine NCCCNC=1C=C(C=C(C1)F)C1(NC=C(C(=N1)NC1CC1)C(F)(F)F)N